N-((1,2,3,5,6,7-hexahydro-s-indacen-4-yl)carbamoyl)-4-methoxy-3-(2-(4,4,5,5-tetramethyl-1,3,2-dioxaborolan-2-yl)ethyl)benzenesulfonamide C1CCC2=C(C=3CCCC3C=C12)NC(=O)NS(=O)(=O)C1=CC(=C(C=C1)OC)CCB1OC(C(O1)(C)C)(C)C